OC(CNC(=O)NC(C(=O)NC1=CC=C(C=C1)[Si](C)(C)C)C1=CC=C(C=C1)OC)(C)C 2-(((2-hydroxy-2-methylpropyl)carbamoyl)amino)-2-(4-methoxyphenyl)-N-(4-(trimethylsilyl)phenyl)acetamide